C1(=CC=CC=C1)C=1C=CC(=NC1)NC1=CC=C2C=CNC2=C1 N-(5-phenylpyridin-2-yl)-1H-indol-6-amine